(2S)-2-(methylamino)propionamide benzyl-(1-(2H-tetrazol-5-yl)cyclopropyl)carbamate C(C1=CC=CC=C1)N(C(O)=O)C1(CC1)C=1N=NNN1.CN[C@H](C(=O)N)C